COC(C(CC(=O)O)C=CCCCCCCCCCC)=O dodecenyl-succinic acid monomethyl ester